[Br-].C[NH+](C)CCCCC[NH+](C)C.[Br-] pentamethylene-Bis-[N,N-dimethylammonium] bromide